C1(=CC=CC=C1)C=1C=C(C2=CC=CC=C2C1)N1C(=CC2=CC=CC=C12)C1=CC=C(C=C1)I N-(3-phenylnaphthyl)-2-(4-iodophenyl)-indole